N1=CC=CC=2CCCC(C12)=NNC(C1=C(C=CC=C1)O)=O (6,7-dihydroquinolin-8(5H)-ylidene)-2-hydroxybenzohydrazide